CC1=C(C=C(C(=C1)OC1=CC=CC=C1)C)N=CN(C)CC N'-(2,5-dimethyl-4-phenoxyphenyl)-N-ethyl-N-methyl-imidoformamide